CC1=CC=C(C=C1)S(=O)(=O)OCCOCCN(C(=O)OC(C)(C)C)C1=NC=CC(=C1)C1=CC=C(C=C1)C=1SC2=C(N1)C=CC(=C2)F 2-[2-[[4-[4-(6-fluoranyl-1,3-benzothiazol-2-yl)phenyl]pyridin-2-yl]-[(2-methylpropan-2-yl)oxycarbonyl]amino]ethoxy]ethyl 4-methylbenzenesulfonate